bromobenzyl-4-methylbenzenesulfonamide BrC=1C(=C(C=CC1C)S(=O)(=O)N)CC1=CC=CC=C1